OC(C)(C)C=1C=C(C=CC1)C1CCN(CC1)C(=O)C1CC2(C1)NC(OC2)=O (2s,4s)-2-(4-(3-(2-hydroxypropan-2-yl)phenyl)piperidine-1-carbonyl)-7-oxa-5-azaspiro[3.4]octan-6-one